C(C)(=O)SCC(C(=O)N[C@@H]1CC(=O)NCCC1)CC1=CC=CC=C1 3(S)-[2-(acetylsulfanylmethyl)-3-phenyl-propionyl]amino-ε-caprolactam